C(C1=CC=CC=C1)N1CCC2(C[C@@H](OC2=O)CCN2CCN(CC2)C2=CC=C(C=C2)C)CC1 (R)-8-benzyl-3-(2-(4-(p-tolyl)piperazin-1-yl)ethyl)-2-oxa-8-azaspiro[4.5]decan-1-one